6-[[5-chloro-3-(2,2,2-trifluoroethoxy)-2-pyridyl]oxy]-3-fluoro-5-methyl-N-(4-methyl-1,1-dioxo-thian-4-yl)imidazo[1,2-a]pyridine-2-carboxamide ClC=1C=C(C(=NC1)OC=1C=CC=2N(C1C)C(=C(N2)C(=O)NC2(CCS(CC2)(=O)=O)C)F)OCC(F)(F)F